C(C=C)C1=C(C=CC(=C1)CC=C)O 2,4-diallyl-phenol